1-Methyl-2,3-dioxo-4-(piperidin-4-yl)-1,2,3,4-tetrahydropyrido[2,3-b]pyrazine-7-carboxylic acid CN1C2=C(N(C(C1=O)=O)C1CCNCC1)N=CC(=C2)C(=O)O